6-(4-nitrophenyl)-1-(3,4,5-trimethoxyphenyl)-1H-benzo[d][1,2,3]triazole [N+](=O)([O-])C1=CC=C(C=C1)C=1C=CC2=C(N(N=N2)C2=CC(=C(C(=C2)OC)OC)OC)C1